2,2-dimethyl-2H-pyrido[3,2-b][1,4]Oxazin-3(4H)-one CC1(C(NC2=C(O1)C=CC=N2)=O)C